2-(trimethylsilyl)-ethoxymethyl chloride C[Si](CCOCCl)(C)C